sodium heptadecafluorononanoic acid FC(C(C(C(C(C(C(C(C(=O)O)(F)F)(F)F)(F)F)(F)F)(F)F)(F)F)(F)F)(F)F.[Na]